1-(2-(4-(trifluoromethyl)piperidin-1-yl)quinolin-6-yl)cyclobutane-1,3-diamine FC(C1CCN(CC1)C1=NC2=CC=C(C=C2C=C1)C1(CC(C1)N)N)(F)F